3,5-Dibromopyrazine BrC=1C=NC=C(N1)Br